C(C=C)(=O)OC(CO)(CO)CO tris(hydroxymethyl)methyl acrylate